methyl 5-(3-cyclopropyl-1-(2,4-dioxo-3,4-dihydropyrimidin-1(2H)-yl) propyl)-2-fluorophenylcarbamate C1(CC1)CCC(N1C(NC(C=C1)=O)=O)C=1C=CC(=C(C1)NC(OC)=O)F